FC(COC=1N=CC(=NC1)C(=O)O)(F)F 5-(2,2,2-trifluoroethoxy)pyrazine-2-carboxylic acid